BrC(C(=O)OC)C=1C=C(C=C2CCO[C@H](C12)C)C methyl 2-bromo-2-((S)-1,6-dimethylisochroman-8-yl)acetate